Cl.ClC1=C(C=CC=C1Cl)N1CCN(CC1)CC[C@@H]1CC[C@H](CC1)N trans-4-{2-[4-(2,3-dichlorophenyl)-piperazine-1-yl]-ethyl}-cyclohexylamine hydrochloride